5-{6-[(cyclopropylmethyl)amino]-1-fluoro-3-hydroxy-5,6,7,8-tetrahydronaphthalen-2-yl}-1λ6,2,5-thiadiazolidine-1,1,3-trione C1(CC1)CNC1CC=2C=C(C(=C(C2CC1)F)N1CC(NS1(=O)=O)=O)O